BrCC=1C(=NC(=C(C1)OC)OC)I 3-(bromomethyl)-2-iodo-5,6-dimethoxypyridine